C(CCCCCCCCCCC)OC1=C(C=C(C=C1)C=CC(C=CC1=CC(=C(C=C1)OCCCCCCCCCCCC)OC)=O)OC 1,5-bis(4-dodecyloxy-3-methoxyphenyl)pentan-1,4-dien-3-one